N-(4-((4-(3-(hydroxymethyl)tetrahydrofuran-3-yl)-6-(methylsulfonyl)pyridin-2-yl)amino)-5-(3-oxo-8,9-dihydropyrano[4,3,2-de]phthalazin-2(3H)-yl)pyridin-2-yl)acetamide OCC1(COCC1)C1=CC(=NC(=C1)S(=O)(=O)C)NC1=CC(=NC=C1N1C(C=2C=CC=C3C2C(=N1)CCO3)=O)NC(C)=O